ClC1=CC=C(C=C1)C1=NC(=NC(=C1)N1CCN(CC1)C1=NC=CC=C1)C=1C=NC=CC1 (4-chlorophenyl)-6-(4-(pyridin-2-yl)piperazin-1-yl)-2-(pyridin-3-yl)pyrimidine